ClC=1SC(=CN1)CN1C=CC=C2C1=NC(N(C2=O)C2=CC(=CC=C2)C(F)(F)F)=O 8-((2-chlorothiazol-5-yl)methyl)-3-(3-(trifluoromethyl)phenyl)pyrido[2,3-d]pyrimidin-2,4(3H,8H)-dione